C(#N)C1(CCCC1)C1=CC=C(C=C1)NC(C(F)(F)C1=C(C=C(C=C1)OC1=CC=NC2=CC(=C(C=C12)OC)OC)F)=O N-(4-(1-cyanocyclopentyl)phenyl)-2-(4-((6,7-dimethoxyquinolin-4-yl)oxy)-2-fluorophenyl)-2,2-difluoroacetamide